ClC=1C=C(C=C(C1O)Cl)B1OC(C)(C)C(C)(C)O1 3,5-dichloro-4-hydroxyphenylboronic acid pinacol ester